(3-cyano-4-n-pentyloxyphenyl)-2-thiazolecarboxylic acid C(#N)C=1C=C(C=CC1OCCCCC)C=1N=C(SC1)C(=O)O